CN1CC[C@H]2[C@@H]1CN(CC2)C2=C1C(=NC=C2)N(C=C1C=1C=NC=NC1)COCC[Si](C)(C)C 2-[[4-[(3aR,7aR)-1-methyl-3,3a,4,5,7,7a-hexahydro-2H-pyrrolo[2,3-c]pyridin-6-yl]-3-pyrimidin-5-yl-pyrrolo[2,3-b]pyridin-1-yl]methoxy]ethyl-trimethyl-silane